[Pd](Cl)Cl.NC1=C(C=CC=C1)C1=CC=CC=C1 (2'-aminobiphenyl) palladium chloride